FC(C1=CC=C(C=C1)C=1C=C(C(N(N1)C=1C=NC=CC1)=O)C(=O)O)F 6-[4-(Difluoromethyl)phenyl]-3-oxo-2-(pyridin-3-yl)-2,3-dihydropyridazine-4-carboxylic acid